methyl keton CC(=O)C